4-cyano-4-(thien-2-yl)piperidine-1-carboxylic acid tert-butyl ester C(C)(C)(C)OC(=O)N1CCC(CC1)(C=1SC=CC1)C#N